1-tert-butyl 3-methyl 3-phenethylazetidine-1,3-dicarboxylate C(CC1=CC=CC=C1)C1(CN(C1)C(=O)OC(C)(C)C)C(=O)OC